[Na].CC1=C(C(=O)PC2=CC=CC=C2)C(=CC(=C1)C)C 2,4,6-trimethylbenzoyl-phenylphosphine sodium salt